COC1CCN(CC1)C(C=C)=O 1-(4-methoxypiperidin-1-yl)prop-2-en-1-one